3,5-bis(dimethylaminothioformyl-oxy)-butoxyBenzene CN(C)C(=S)OC(CCOC1=CC=CC(=C1)OC(=S)N(C)C)C